BrC=1C(NC(N(N1)CC#N)=O)=O (6-bromo-3,5-dioxo-4,5-dihydro-1,2,4-triazin-2(3H)-yl)acetonitrile